NC=1SC(=C(N1)C=1C=C(C#N)C=CC1)C=1C=NC(=C(C1)C)N1N=CC=N1 3-[2-amino-5-[5-methyl-6-(triazol-2-yl)-3-pyridyl]thiazol-4-yl]benzonitrile